CN1CC(CC2C3=C4C(CC12)=CNC4=CC=C3)C(=O)N 7-methyl-4,6,6a,7,8,9,10,10a-octahydroindolo[4,3-fg]quinoline-9-carboxamide